C(C)(C)(C)C1=CC(=CC(=C1)C(C)(C)OC)C(C)(C)OC 1-(t-butyl)-3,5-bis(2-methoxypropan-2-yl)benzene